1,4-dihydrothieno[2',3':4,5]cyclopenta[1,2-c]pyrazole N1N=CC2=C1C1=C(C2)SC=C1